C(C)N([C@H]1[C@@H](CCC1)OC=1C=C2CN(C(C2=CC1)=O)C1C(NC(CC1)=O)=O)CC1CC(C1)OC 3-(5-(((1R,2R)-2-(ethyl(((1s,3S)-3-methoxycyclobutyl)methyl)amino)cyclopentyl)oxy)-1-oxoisoindolin-2-yl)piperidine-2,6-dione